[K+].C(C)(=O)OP(=O)([O-])[O-].[K+] acetylphosphate potassium salt